FC=1C=C(C=CC1)C=1NC2=NC=C(C=C2C(C1)=O)C 2-(3-fluorophenyl)-6-methyl-1,8-naphthyridin-4(1H)-one